bis(3-phenyl-4-hydroxyphenyl)methane C1(=CC=CC=C1)C=1C=C(C=CC1O)CC1=CC(=C(C=C1)O)C1=CC=CC=C1